(S)-3-(benzyloxy)-N-(1-(4-fluorophenyl)-4-oxobutyl)-1-hydroxycyclobutane-1-carboxamide C(C1=CC=CC=C1)OC1CC(C1)(C(=O)N[C@@H](CCC=O)C1=CC=C(C=C1)F)O